C(CN1C(C(NC(C1)(C)C)(C)C)=O)N1C(C(NC(C1)(C)C)(C)C)=O 1,1'-(1,2-ethane-di-yl)-bis-(3,3',5,5'-tetramethyl-piperazinone)